COC(CCNC1=CC=CC=C1)=O.ClC1C(C(CC)=O)O1 racemic-epoxychloropropione methyl-3-(phenylamino)propanoate